1-methyl-6-trifluoromethyl-pyrimidine-2,4(1H,3H)-dione hydrochloride Cl.CN1C(NC(C=C1C(F)(F)F)=O)=O